Ornithine alpha-ketoglutarate NCCC[C@H](N)C(=O)O.O=C(O)CCC(=O)C(=O)O